benzyl 2-(3-(2-(((tert-butoxycarbonyl)(methyl)amino)methyl)-6-cyclopropyl imidazo[1,2-a]pyridin-8-yl)-2,5-dioxoimidazolidin-1-yl)acetate C(C)(C)(C)OC(=O)N(C)CC=1N=C2N(C=C(C=C2N2C(N(C(C2)=O)CC(=O)OCC2=CC=CC=C2)=O)C2CC2)C1